N-(3-((cyclopropylmethoxy)(pyridin-2-yl)methyl)-phenyl)-3-(trifluoromethyl)-1H-pyrazole-5-carboxamide C1(CC1)COC(C=1C=C(C=CC1)NC(=O)C1=CC(=NN1)C(F)(F)F)C1=NC=CC=C1